P(=O)(O)(O)COCCN1C2=NC(=NC(=C2N=C1)N)N 9-[2-(phosphonomethoxy)ethyl]-2,6-diaminopurine